N4,N4''-di(naphthalen-1-yl)-N4,N4''-diphenyl-[1,1':4',1''-terphenyl]-4,4''-diamine C1(=CC=CC2=CC=CC=C12)N(C1=CC=C(C=C1)C1=CC=C(C=C1)C1=CC=C(C=C1)N(C1=CC=CC=C1)C1=CC=CC2=CC=CC=C12)C1=CC=CC=C1